4-amino-6'-(3-(1-hydroxycyclopropyl)pyrrolidin-1-yl)-6-(thiazol-2-yl)-[2,2'-bipyridine]-3-carbonitrile NC1=C(C(=NC(=C1)C=1SC=CN1)C1=NC(=CC=C1)N1CC(CC1)C1(CC1)O)C#N